C1(=CC(=CC=C1)C1(CC1)C=1NC(C=2CN(CCCC2N1)C(CC=1C=C(C=CC1)C1=CC(=CC=C1)C(F)(F)F)=O)=O)C=1CCCCC1 2-(1-(2',3',4',5'-tetrahydro-[1,1'-biphenyl]-3-yl)cyclopropyl)-6-(2-(3'-(trifluoromethyl)-[1,1'-biphenyl]-3-yl)acetyl)-3,5,6,7,8,9-hexahydro-4H-pyrimido[5,4-c]azepin-4-one